COCCNC1=CC=C(N)C=C1 4-(2-methoxyethyl)aminoaniline